(4-chlorophenyl)-7-((dimethylamino)methyl)-1-methoxy-6-phenyl-5a,6,7,8-tetrahydro-8aH-cyclopenta[4,5]furo[3,2-c]pyridine-8,8a-diol ClC1=CC=C(C=C1)C1=CC2=C(C(=N1)OC)C1(C(O2)C(C(C1O)CN(C)C)C1=CC=CC=C1)O